COC(=O)C1=NC(=NC(=C1)NC1CC(C1)OC)Cl 2-Chloro-6-(((1S,3S)-3-methoxycyclobutyl)amino)pyrimidine-4-carboxylic acid methyl ester